N-(5-bromothiazolo[4,5-e][1,2,4]triazolo[1,5-a]pyridin-2-yl)acetamide BrC=1C=2N(C3=C(C1)N=C(S3)NC(C)=O)N=CN2